C(C)(C)(C)OC(=O)N1C2CC(CC1CC2)OCC#C 3-prop-2-ynyloxy-8-azabicyclo[3.2.1]octane-8-carboxylic acid tert-butyl ester